FC1(CC(CN(C1)C(C(=C)F)=O)C(=O)NC=1C=CC(=NC1)NC(C1=NC(=CC=C1)C1=CC=NN1)=O)F N-(5-(5,5-difluoro-1-(2-fluoroacryloyl)piperidine-3-carboxamido)pyridin-2-yl)-6-(1H-pyrazol-5-yl)picolinamide